FC1=CC(=C2CN(C(C2=C1)=O)C1C(NC(CC1)=O)=O)C1CCN(CC1)CCCCOC1=CC=C(C=C1)[C@@H]1[C@@H](CCC2=CC(=CC=C12)O)C1=CC=CC=C1 3-(6-Fluoro-4-(1-(4-(4-((1S,2R)-6-hydroxy-2-phenyl-1,2,3,4-tetrahydro-naphthalen-1-yl)phenoxy)butyl)piperidin-4-yl)-1-oxoisoindolin-2-yl)piperidine-2,6-dione